[Cl-].FC(C1=NC(=NO1)C1=CC=C(C=C1)CC[NH3+])(F)F 2-[4-[5-(trifluoromethyl)-1,2,4-oxadiazol-3-yl]phenyl]ethylammonium chloride